FC(C(=O)O)(F)F.ClC=1N=C(C2=C(N1)C(=CS2)C#C[Si](C)(C)C)NCC=2OC=CC2 2-chloro-N-(furan-2-ylmethyl)-7-((trimethylsilyl)ethynyl)thieno[3,2-d]pyrimidin-4-amine trifluoroacetate